Tert-butyl (8-bromo-5-(methylsulfinyl)imidazo[1,2-c]pyrimidin-7-yl)(tert-butoxycarbonyl)carbamate BrC=1C=2N(C(=NC1N(C(OC(C)(C)C)=O)C(=O)OC(C)(C)C)S(=O)C)C=CN2